OC=1C=C(OC2=CC=C(C=C2)OC2=CC(=CC=C2)O)C=CC1 1,4-di(3-hydroxyphenoxy)benzene